methyl (S)-3-(8-bromo-6-(2-fluorophenyl)-1-((2-hydroxyethyl)thio)-4H-benzo[f][1,2,4]triazolo[4,3-a][1,4]diazepin-4-yl)propionate BrC=1C=CC2=C(C(=N[C@H](C=3N2C(=NN3)SCCO)CCC(=O)OC)C3=C(C=CC=C3)F)C1